C(#N)C(NC(=O)[C@@H]1[C@H]2C([C@H]2CN1C([C@H](C(C)(C)C)NS(=O)(=O)C(F)(F)F)=O)(C)C)C1=CN=CC2=CC=CC=C12 (1R,2S,5S)-N-(cyano(isoquinolin-4-yl)methyl)-3-((S)-3,3-dimethyl-2-((trifluoromethyl)sulfonamido)butanoyl)-6,6-dimethyl-3-azabicyclo[3.1.0]hexane-2-carboxamide